FC=1C=C(C=CC1)[C@H](CNC(CN1CCC(CC1)OC)(C)C)O (R)-1-(3-Fluorophenyl)-2-((1-(4-methoxypiperidin-1-yl)-2-methylpropan-2-yl)amino)ethan-1-ol